C(=O)O.N1CCC(CC1)N1C=CC2=C(C=CC=C12)N1C(NC(CC1)=O)=O 1-(1-(piperidin-4-yl)-1H-indol-4-yl)dihydropyrimidine-2,4(1H,3H)-dione formate